ClCCC(C=CC=C)=O 1-chlorohepta-4,6-dien-3-one